amino-1-cyclopropoxymethanethioamide NNC(=S)OC1CC1